C(C=C)OC=1C(=O)O[C@@H](C1OCC(C)(C)O)[C@@H](O)CO 2-O-allyl-3-O-(2-hydroxyisobutyl)ascorbic acid